C(CCCCCCCCC(=O)ON1CC(NC(C1)(C)C)(C)C)(=O)ON1CC(NC(C1)(C)C)(C)C bis(2,2,6,6-tetramethyl-4-piperazinyl) sebacate